COC(C1=CC=CC=C1)OC α,α-dimethoxytoluene